(2-chloro-6-(4-((3,5-difluorophenyl)amino)-6-(isopropylamino)-1,3,5-triazin-2-yl)pyridin-4-yl)methanol ClC1=NC(=CC(=C1)CO)C1=NC(=NC(=N1)NC1=CC(=CC(=C1)F)F)NC(C)C